1-isopropyl-3-(4-methylphenyl)-N-(3-fluoro-4-((5-methylpyrazolo[1,5-a]pyrimidine-7-yl)oxy)phenyl)-2,4-dioxo-1,2,3,4-tetrahydropyrimidine-5-carboxamide C(C)(C)N1C(N(C(C(=C1)C(=O)NC1=CC(=C(C=C1)OC1=CC(=NC=2N1N=CC2)C)F)=O)C2=CC=C(C=C2)C)=O